N-((5-iodopyridin-3-yl)methyl)-2-phenylpiperidin-3-amine IC=1C=C(C=NC1)CNC1C(NCCC1)C1=CC=CC=C1